2-[1-({[2-(2,6-dioxopiperidin-3-yl)-1-oxo-2,3-dihydro-1H-isoindol-5-yl]methyl}carbamoyl)-2-methylpropan-2-yl]-3,5-dimethylphenyl acetate C(C)(=O)OC1=C(C(=CC(=C1)C)C)C(CC(NCC=1C=C2CN(C(C2=CC1)=O)C1C(NC(CC1)=O)=O)=O)(C)C